ClC1=CC2=C(N=NN(C2=O)CC(=O)O)C(=C1)Cl 2-(6,8-dichloro-4-oxo-benzo[d][1,2,3]triazin-3(4H)-yl)acetic acid